(R)-2-(amino-d2)-4-oxo-5-(4-(trifluoromethyl)phenyl)-4,5-dihydrofuran-3-yl-5-d phenylmethanesulfonate C1(=CC=CC=C1)CS(=O)(=O)OC1=C(O[C@](C1=O)([2H])C1=CC=C(C=C1)C(F)(F)F)N([2H])[2H]